C1(CC1)N1CCC(CC1)OC1=CC2=C(C(N(CCO2)C[C@@H](CN2CC3=CC=CC=C3CC2)O)=O)C=C1 8-[(1-cyclopropyl-4-piperidinyl)oxy]-4-[(2R)-3-(3,4-dihydro-1H-isoquinolin-2-yl)-2-hydroxy-propyl]-2,3-dihydro-1,4-benzoxazepin-5-one